imidazo[1,2-a]pyridine-7-ol N=1C=CN2C1C=C(C=C2)O